3-(7-((2-(5-fluoro-1H-indol-3-yl)ethyl)amino)thiazolo[5,4-d]pyrimidin-5-yl)pyridin-2(1H)-one FC=1C=C2C(=CNC2=CC1)CCNC=1C2=C(N=C(N1)C=1C(NC=CC1)=O)SC=N2